C12OCC(C1)(C2)C2=NC(=CC(=N2)N2CC1(C=3C=NC(=CC32)NC(C)=O)CC1)CC N-(1'-(2-(2-oxabicyclo[2.1.1]hex-4-yl)-6-ethylpyrimidin-4-yl)-1',2'-dihydrospiro[cyclopropane-1,3'-pyrrolo[3,2-c]pyridin]-6'-yl)acetamide